5-(2-((1H-imidazol-4-yl)methoxy)phenyl)-4-methoxypyrimidine N1C=NC(=C1)COC1=C(C=CC=C1)C=1C(=NC=NC1)OC